O-benzyl-acetyl-hydroxylamine C(C1=CC=CC=C1)ONC(C)=O